C(#N)C=1C=C(C=CC1)C(C(=O)O)(C)NC (3-cyanophenyl)-2-(methylamino)propanoic acid